4-((2-((cis)-4-(3-Chloropyridin-2-yl)cyclohexyl)ethyl)-amino)tetrahydro-2H-pyran ClC=1C(=NC=CC1)[C@H]1CC[C@H](CC1)CCNC1CCOCC1